N,N'-1,3-Phenylenbis(2-methyl-2-propenamid) C1(=CC(=CC=C1)NC(C(=C)C)=O)NC(C(=C)C)=O